7-(3-fluoro-4-(trifluoromethyl)phenoxy)-1,2,3,4-tetrahydroisoquinoline FC=1C=C(OC2=CC=C3CCNCC3=C2)C=CC1C(F)(F)F